CC(C(C)=O)=O butan-2,3-dione